(2R,4S,5R)-4-(benzyloxy)-5-((benzyloxy)methyl)-5-methyltetrahydrofuran C(C1=CC=CC=C1)O[C@H]1CCO[C@]1(C)COCC1=CC=CC=C1